C(CC)C(C(=O)O)CCCCCCCCCCCCCC.C(CCCCCCCCCCCCCCC)(=O)N.C(CCCCCCCCCCCCCCC)(=O)N di(palmitamide) 2-propyl-palmitate